NC1=CC2=C(N(N=C2C2=C1C(NC2=O)(O)C2=C(C=CC(=C2)F)Cl)C)Br 5-amino-3-bromo-6-(2-chloro-5-fluorophenyl)-6-hydroxy-2-methyl-7,8-dihydro-6H-pyrrolo[4,3-g]indazol-8-one